NC1=CC=C(OCCCCCOC2=CC=C(C=C2)N)C=C1 1,5-Bis(4-aminophenoxy)pentan